2-methyl-5-(1-methylethyl)-cyclohexanone CC1C(CC(CC1)C(C)C)=O